C(C)C1(CN(C1)C(=O)OC(C)(C)C)O tert-butyl 3-ethyl-3-hydroxyazetidine-1-carboxylate